O[C@@H]1C[C@@H](CC[C@H]1C)NC1=NC(=NC=C1C(=O)N)N1CCOCC1 4-(((1R,3R,4R)-3-hydroxy-4-methylcyclohexyl)amino)-2-morpholinopyrimidine-5-carboxamide